C(C)(C)(C)OC(=O)N1C[C@H](CC1)[C@@H](C(=O)OC(C)(C)C)C([2H])([2H])C1=CC(=CC=C1)CC=C (3R)-3-[(2S)-1-(tert-butoxy)-1-oxo-3-[3-(prop-2-en-1-yl)phenyl](3,3-2H2)prop-2-yl]pyrrolidine-1-carboxylic acid tert-butyl ester